Methyl 2-(4-((2H-tetrazol-2-yl)methyl)phenyl)acetate Methyl-2-(4-(bromomethyl)phenyl)acetate COC(CC1=CC=C(C=C1)CBr)=O.N=1N(N=NC1)CC1=CC=C(C=C1)CC(=O)OC